1-(mesitylsulfonyl)piperidin-4-yl ((S)-1-(((S)-1-(benzo[d]thiazol-2-yl)-5-guanidino-1-oxopentan-2-yl)amino)-4-methyl-1-oxopentan-2-yl)carbamate S1C(=NC2=C1C=CC=C2)C([C@H](CCCNC(=N)N)NC([C@H](CC(C)C)NC(OC2CCN(CC2)S(=O)(=O)C2=C(C=C(C=C2C)C)C)=O)=O)=O